C(C)OC1=CC=C(C=C1)[C@@H]1CC[C@H](CC1)CCCCC 1-ethoxy-4-(trans-4-pentylcyclohexyl)benzene